(R)-2-(3-(1-((6-cyclopropyl-2-methyl-1,7-dioxo-1,2,6,7-tetrahydropyrido[3,4-d]pyridazin-4-yl)amino)ethyl)-2-fluorophenyl)-2,2-difluoro-N,N-dimethylacetamide C1(CC1)N1C=C2C(=NN(C(C2=CC1=O)=O)C)N[C@H](C)C=1C(=C(C=CC1)C(C(=O)N(C)C)(F)F)F